ClC=1C(=C(C=CC1)NC1=NC=NC2=CC(=C(C=C12)NC(\C=C\CN1CCOCC1)=O)C#C[C@@]12CN(C[C@H]2C1)C)F (E)-N-(4-((3-chloro-2-fluorophenyl)amino)-7-(((1R,5S)-3-methyl-3-azabicyclo[3.1.0]hexan-1-yl)ethynyl)quinazolin-6-yl)-4-morpholinobut-2-enamide